BrC=1C=CC=C2C=C(C=NC12)C(=O)N1CC(CCC1)F (8-bromoquinolin-3-yl)(3-fluoropiperidin-1-yl)methanone